[S].ClC1=C(C(=CC(=C1Cl)Cl)O)C1CC(NCC1)C(=O)N rel-4-(2,3,4-trichloro-6-hydroxyphenyl)piperidine-2-carboxamide sulfur